CN1CC(C1)(C)[C@@](C=1C=C(C=NC1)CCC(C(F)(F)F)C)(C1=CC=C(C=C1)C(C)C)O 4-{5-[(R)-(1,3-Dimethyl-azetidin-3-yl)-hydroxy-(4-isopropyl-phenyl)-methyl]-pyridin-3-yl}-1,1,1-trifluoro-2-methyl-butan